N[C@@H](CCC(=O)[O-])C(=O)OC(CCCCCCCCCCCCC)=O.[Ca+2].C(CCCCCCCCCCCCC)(=O)OC([C@@H](N)CCC(=O)[O-])=O Calcium myristoyl glutamate